N1C=[NH+]C=C1.CS(=O)C dimethylsulfoxide, imidazolium salt